NC1=NC(=C(C=C1C=1C=C2CCNC(C2=CC1)=O)C1=CC=C(C=C1)OC1CCN(CC1)C(=O)C1CC1)F 6-(2-amino-5-(4-((1-(cyclopropanecarbonyl)piperidin-4-yl)oxy)phenyl)-6-fluoropyridin-3-yl)-3,4-dihydroisoquinolin-1(2H)-one